(1R,5S)-6-[5-[5-(difluoromethoxy)-3-pyridyl]-2-isopropyl-pyrazol-3-yl]bicyclo[3.1.0]hexan-3-one FC(OC=1C=C(C=NC1)C=1C=C(N(N1)C(C)C)C1[C@H]2CC(C[C@@H]12)=O)F